NC1=C(C(=NC=N1)OC1=C(C=C(C=C1)NC(=O)C=1C=NN(C1C(F)(F)F)C1=NC=C(C=C1)C)F)Cl N-[4-(6-amino-5-chloro-pyrimidine-4-yl)oxy-3-fluoro-phenyl]-1-(5-methyl-2-pyridyl)-5-(trifluoromethyl)pyrazole-4-carboxamide